(R/S)-methyl 2-aminobutyrate N[C@@H](C(=O)OC)CC |r|